N1(N=NC2=C1C=CC=C2)CNC(C(O)[C@H]2N(CCC2)C(CNC(OCC2=CC=CC=C2)=O)=O)=O benzyl (2-((2S)-2-(2-(((1H-benzo[d][1,2,3]triazol-1-yl)methyl)amino)-1-hydroxy-2-oxoethyl)pyrrolidin-1-yl)-2-oxoethyl)carbamate